FC1=C(C=CC(=C1)F)S(=O)(=O)NC=1C(=NC=C(C1)C=1C=C2C(=NC=NC2=CC1)N1CCN(CC1)C(\C=C\C=1OC=CN1)=O)OC (E)-2,4-difluoro-N-(2-methoxy-5-(4-(4-(3-(oxazol-2-yl)acryloyl)piperazin-1-yl)quinazolin-6-yl)pyridin-3-yl)benzene-sulfonamide